FC=1C=C(C#N)C=C(C1C(=O)N1CC2(C1)CC(C2)N(C=2C1=C(N=CN2)NC=C1)C)F 3,5-difluoro-4-(6-(methyl-(7H-pyrrolo[2,3-d]pyrimidin-4-yl)amino)-2-azaspiro[3.3]heptane-2-carbonyl)benzonitrile